FC(C)(F)C1=NC(=CC(=N1)NC1=C(C=NC(=C1)NC(C)=O)C1=NC(=CC=C1)N1CCOCC1)C N-(4'-((2-(1,1-difluoroethyl)-6-methylpyrimidin-4-yl)amino)-6-morpholino-[2,3'-bipyridin]-6'-yl)acetamide